2-(1-methylpyrrolidine-3-yl)acetic acid CN1CC(CC1)CC(=O)O